tert-butyl 4-[3-(3-hydroxy-4-methoxyphenyl)-1-oxoprop-2-enyl]-7-(methoxycarbonyl)-1,2,3,4-tetrahydroquinoxaline-1-carboxylate OC=1C=C(C=CC1OC)C=CC(=O)N1CCN(C2=CC(=CC=C12)C(=O)OC)C(=O)OC(C)(C)C